F[C@@H]1CC2=CCC(N2C1)C (2R)-2-fluoro-5-methyltetrahydro-1H-pyrrolizine